C(C)(=O)O[C@@]1([C@H](O[C@H]([C@@H]1OC(C)=O)N1C2=NC(=NC(=C2N=C1)Cl)Cl)COC(C(=O)N)C(=O)OCC)C#C (2R,3R,4R,5R)-2-(((1-amino-3-ethoxy-1,3-dioxopropan-2-yl)oxy)methyl)-5-(2,6-dichloro-9H-purin-9-yl)-3-ethynyltetrahydrofuran-3,4-diyl diacetate